FC(OC1=CC=C(C=N1)CC)F (S)-1-(6-(difluoromethoxy)pyridin-3-yl)ethan